O=C1NC(CCC1N1N=NC2=C(C1=O)C=C(C=C2)NC(C)=O)=O N-(3-(2,6-dioxopiperidin-3-yl)-4-oxo-3,4-dihydrobenzo[d][1,2,3]triazin-6-yl)acetamide